4-[(2-bromophenoxy)methyl]1,3-dihydroimidazole-2-thione BrC1=C(OCC=2NC(NC2)=S)C=CC=C1